ClC1=NC=C2C=C(C(N(C2=C1)CC(F)(F)F)=O)C1=C(C(=CC(=C1Cl)OC)OC)Cl 7-chloro-3-(2,6-dichloro-3,5-dimethoxyphenyl)-1-(2,2,2-trifluoroethyl)-1,6-naphthyridin-2(1H)-one